BrC1=CC=C(C=C1)N(C1=CC=C(C=C1)C1=CC=C(C=C1)OCCCCCC)C1=CC=C(C=C1)C1=CC=C(C=C1)OCCCCCC N-(4-bromophenyl)-4-(4-hexyloxyphenyl)-N-[4-(4-hexyloxyphenyl)phenyl]aniline